1-(3-cyano-2-methylphenyl)ethyl-carbamate C(#N)C=1C(=C(C=CC1)C(C)NC([O-])=O)C